tert-butyl 4-({4-[2-(2,6-dioxopiperidin-3-yl)-1,3-dioxo-2,3-dihydro-1H-isoindol-5-yl]piperazin-1-yl}methyl)piperidine-1-carboxylate O=C1NC(CCC1N1C(C2=CC=C(C=C2C1=O)N1CCN(CC1)CC1CCN(CC1)C(=O)OC(C)(C)C)=O)=O